4-(2-cyano-6-methoxyphenyl)-6-methylnicotinic acid C(#N)C1=C(C(=CC=C1)OC)C1=CC(=NC=C1C(=O)O)C